CN(CCCC1(C2=CC=CC=C2C(C=2C=CC=CC12)(C)C)O)C 9-(3-(dimethylamino)propyl)-9,10-dihydro-10,10-dimethylanthracen-9-ol